C(CCCCCCCCCC)ON1C(CC(CC1(C)C)OC(OC1CC(N(C(C1)(C)C)OCCCCCCCCCCC)(C)C)=O)(C)C bis(1-undecaneoxy-2,2,6,6-tetramethylpiperidin-4-yl)carbonate